N1C=CC2=CC=CC(=C12)S(=O)(=O)Cl 1H-indole-7-sulfonyl chloride